4-Iodo-phenylalanine IC1=CC=C(C[C@H](N)C(=O)O)C=C1